OCC=CCN1C(C2=CC=CC=C2C1=O)=O 2-(4-Hydroxy-but-2-enyl)-isoindole-1,3-dione